N'-acetyl-4-amino-N-(4-(1-(difluoromethyl)-1H-pyrazol-4-yl)-2-fluorobenzyl)-N',1-dimethyl-1H-pyrazolo[4,3-c]quinoline-8-carbohydrazide C(C)(=O)N(N(C(=O)C1=CC=2C3=C(C(=NC2C=C1)N)C=NN3C)CC3=C(C=C(C=C3)C=3C=NN(C3)C(F)F)F)C